CNC[C@H](C)OC=1N(N=CC1C=1C=C2C(=NN(C2=CC1)C1OCCCC1)C=C)C (2S)-N-methyl-2-[2-methyl-4-(1-tetrahydropyran-2-yl-3-vinyl-indazol-5-yl)pyrazol-3-yl]oxy-propan-1-amine